C(C)OC=1C=2N(C=C(N1)NC(=O)N1CCC=3C1=NC=CC3N3C[C@@H](N(CC3)C(=O)OC(C)(C)C)C)N=C(N2)C tert-butyl (S)-4-(1-((8-ethoxy-2-methyl-[1,2,4]triazolo[1,5-a]pyrazin-6-yl)carbamoyl)-2,3-dihydro-1H-pyrrolo[2,3-b]pyridin-4-yl)-2-methylpiperazine-1-carboxylate